3-(2-chloro-6-methylphenyl)-5-(1-fluorocyclopropyl)-1,2-oxazole-4-carboxylic acid ethyl ester C(C)OC(=O)C=1C(=NOC1C1(CC1)F)C1=C(C=CC=C1C)Cl